COC(=O)C1=CC=C(C=C1)[C@H]1N(CC12CCC2)C(=O)OC(C)(C)C |r| tert-butyl (+-)-1-(4-(methoxycarbonyl) phenyl)-2-azaspiro[3.3]heptane-2-carboxylate